3-methyl-1-(oxan-2-yl)pyrazolo[3,4-b]pyridine-5-carbaldehyde CC1=NN(C2=NC=C(C=C21)C=O)C2OCCCC2